C(C=C)(=O)OCCCCCCCCCCCCCCCCCCC(CCCC)OC(C=C)=O 1,19-tricosanediol diacrylate